diisopropoxy(methyl)borane C(C)(C)OB(C)OC(C)C